C1(=CC=CC=C1)N(C1=CC=CC=C1)CCC[Si](OC)(OC)C N,N-diphenylaminopropyl-methyl-dimethoxysilane